FC=1C=C(CC=2C=C3C(=NNC3=CC2)N)C=C(C1)F 5-(3,5-difluoro-benzyl)-1H-indazol-3-ylamine